Cl.Cl.N1N=NC=C1C1=CC2=C(O[C@@H](CN2)[C@@H](C2=CC=CC=C2)NCCC2=CC=C(C#N)C=C2)N=C1 4-(2-(((R)-((S)-7-(1H-1,2,3-triazol-5-yl)-2,3-dihydro-1H-pyrido[2,3-b][1,4]oxazin-3-yl)(phenyl)methyl)amino)ethyl)benzonitrile dihydrochloride